lithium 6-((5-chloro-3-(2,2-difluoroethoxy)pyridin-2-yl)oxy)-7-methylimidazo[1,2-b]pyridazine-2-carboxylate ClC=1C=C(C(=NC1)OC=1C(=CC=2N(N1)C=C(N2)C(=O)[O-])C)OCC(F)F.[Li+]